C(#N)C=1C(=C(C(=O)O)C=CC1)C 3-cyano-2-methyl-benzoic acid